C1(CC1)[C@H]1N(CCCNC1)S(=O)(=O)C1=C2C(=CN=C(C2=CC=C1)O)F (R)-5-((2-cyclopropyl-1,4-diazepan-1-yl)sulfonyl)-4-fluoroisoquinolin-1-ol